P(=O)(OOCC=C)([O-])[O-] allyloxy phosphate